C1(CCCCCC1)CC1=CC=C(C(=O)NC2=CC(=C(C=C2)O)S(=O)(=O)C)C=C1 4-(cycloheptylmethyl)-N-(4-hydroxy-3-(methylsulfonyl)phenyl)benzamide